tributyl-(methyl)phosphonium dimethyl-phosphate COP(=O)(OC)[O-].C(CCC)[P+](C)(CCCC)CCCC